6-[5-(difluoromethyl)-1,3,4-oxadiazol-2-yl]-2-[(1RS,2SR)-1-(3-fluorophenyl)-2-(4-fluorophenyl)-2-hydroxyethyl]-2,3-dihydro-1H-isoindol-1-one FC(C1=NN=C(O1)C1=CC=C2CN(C(C2=C1)=O)[C@@H]([C@@H](O)C1=CC=C(C=C1)F)C1=CC(=CC=C1)F)F |r|